BrC1=CN(C2=CC=CC=C12)[Si](C(C)C)(C(C)C)C(C)C 3-bromo-1-(triisopropylsilyl)-1H-indole